[Na+].[Na+].P(=O)(ONC([C@@](CCN1C(C=C(C(=C1)F)C1=C(C=C(C=C1)OC)F)=O)(S(=O)(=O)C)C)=O)([O-])[O-] (R)-4-(5-fluoro-4-(2-fluoro-4-methoxyphenyl)-2-oxopyridin-1(2H)-yl)-2-methyl-2-(methylsulfonyl)butanamido phosphate, disodium salt